FC1=C(C(=CC=C1)C(F)(F)F)C=1CCCC2=C(C1C1=CC=C(C=C1)CC1CN(C1)CCCF)C=CC(=C2)C(=O)O 8-(2-fluoro-6-(trifluoromethyl)phenyl)-9-(4-((1-(3-fluoropropyl)azetidin-3-yl)methyl)phenyl)-6,7-dihydro-5H-benzo[7]annulene-3-carboxylic acid